(4-fluoro-3-methyl-phenyl)boronic acid FC1=C(C=C(C=C1)B(O)O)C